(R)-7-(2-((2-ethyl-4-(4-(2-hydroxyethyl)-3-methylpiperazin-1-yl)phenyl)amino)-5-(trifluoromethyl)pyrimidin-4-yl)-2,3-dihydro-5H-thieno[3,2-e][1,4]oxathiepine 1,1-dioxide C(C)C1=C(C=CC(=C1)N1C[C@H](N(CC1)CCO)C)NC1=NC=C(C(=N1)C1=CC=2S(CCOCC2S1)(=O)=O)C(F)(F)F